(2S)-4-[3-fluoro-5-isobutyl-2-(2H-tetrazol-5-yl)phenyl]-2-methyl-1-[(3-methyl-2-pyridyl)methyl]piperazine FC=1C(=C(C=C(C1)CC(C)C)N1C[C@@H](N(CC1)CC1=NC=CC=C1C)C)C=1N=NNN1